(E)-1-((2-fluoro-4-(trifluoromethyl)benzylidene)amino)piperidin-2-one FC1=C(\C=N\N2C(CCCC2)=O)C=CC(=C1)C(F)(F)F